ClC1=CC=C(C(=N1)C=1C=CC2=C(C=NOB2O)C1Cl)NC(C)C=1C=C(C=C2C(C(=C(OC12)C(C)C)C)=O)C 8-(1-((6-chloro-2-(5-chloro-1-hydroxy-1H-benzo[d][1,2,6]oxazaborinin-6-yl)pyridin-3-yl)amino)ethyl)-2-isopropyl-3,6-dimethyl-4H-chromen-4-one